C(CCC)C1=CC=C(C=C1)C1=CC=C(C=C1)C#CC1=CC(=C(N)C(=C1)C)F 4-(2-{4'-Butyl-[1,1'-biphenyl]-4-yl}ethynyl)-2-fluoro-6-methylaniline